[1-(bicyclo[1.1.1]pent-1-yl)-1H-imidazol-4-yl][(1R,5S,6r)-6-(5,5-dimethyl-4,5-dihydro-1,2-oxazol-3-yl)-3-azabicyclo[3.1.0]hex-3-yl]methanone C12(CC(C1)C2)N2C=NC(=C2)C(=O)N2C[C@H]1C([C@H]1C2)C2=NOC(C2)(C)C